COS(=O)(=O)C1=C(C=C(C=C1)C)C1CN(CC1)C1=CSC=C1 (1-(thiophen-3-yl)pyrrolidin-3-yl)4-methylbenzenesulfonic acid methyl ester